5-ethyl-2-methyl-4-[3-(pyridin-3-ylmethyl)piperidin-1-yl]pyrimidine C(C)C=1C(=NC(=NC1)C)N1CC(CCC1)CC=1C=NC=CC1